diethyl ((3-bromo-5-carbamoyl-7-(3-methoxy-3-methylbut-1-yn-1-yl)benzo[b]thiophen-2-yl)difluoromethyl)phosphonate BrC=1C2=C(SC1C(F)(F)P(OCC)(OCC)=O)C(=CC(=C2)C(N)=O)C#CC(C)(C)OC